N-[Trans-(7RS,9RS)-3-cyclopropyl-9-[(5-methyl-1,2-oxazol-3-yl)methylcarbamoylamino]-5-(2-methylpropylsulfamoyl)-8,9-dihydro-7H-cyclopenta[h]isochinolin-7-yl]pyridin-3-carboxamid C1(CC1)C=1N=CC2=C3C(=CC(=C2C1)S(NCC(C)C)(=O)=O)[C@@H](C[C@H]3NC(NCC3=NOC(=C3)C)=O)NC(=O)C=3C=NC=CC3 |r|